1-amino-3-methoxypropan-2-ol NCC(COC)O